4-(4,4,5,5-tetramethyl-1,3,2-dioxa-borolan-2-yl)-1H-pyrrolo[2,3-b]pyridine CC1(OB(OC1(C)C)C1=C2C(=NC=C1)NC=C2)C